(S)-4-(((S)-2-(4,6-bis(trifluoromethyl)-1,3,5-triazin-2-yl)-6-chloro-2,3,4,9-tetrahydro-1H-pyrido[3,4-b]indol-1-yl)methyl)-1,3-dioxolane-2-thione FC(C1=NC(=NC(=N1)C(F)(F)F)N1[C@H](C=2NC3=CC=C(C=C3C2CC1)Cl)C[C@@H]1OC(OC1)=S)(F)F